(Z)-7-Tricosen-11-one CCCCCC\C=C/CCC(CCCCCCCCCCCC)=O